2-(2-bromo-3,4-difluorophenoxy)ethanol tert-Butyl-7-(4-ethoxy-3-(trifluoromethyl)phenyl)-2-azaspiro[3.5]non-6-ene-2-carboxylate C(C)(C)(C)C1N(CC12CC=C(CC2)C2=CC(=C(C=C2)OCC)C(F)(F)F)C(=O)OCCOC2=C(C(=C(C=C2)F)F)Br